NC1=C(C=C(CNC(=O)N2CCC3(NC4=CC=C(C=C4C(C3)=O)F)CC2)C=C1)C N-(4-amino-3-methylbenzyl)-6'-fluoro-4'-oxo-3',4'-dihydro-1'h-spiro[piperidine-4,2'-quinoline]-1-carboxamide